1-(2,5-dimethylphenyl)-3-(1-(4-hydroxyphenyl)-1H-pyrrol-3-yl)urea CC1=C(C=C(C=C1)C)NC(=O)NC1=CN(C=C1)C1=CC=C(C=C1)O